C1(CC1)C1=CN(C=2N=CN=C(C21)N2C[C@@H](N(CC2)C(=O)OC(C)(C)C)CF)C2=CC(=CC(=C2)F)F tert-butyl (r)-4-(5-cyclopropyl-7-(3,5-difluorophenyl)-7H-pyrrolo[2,3-d]pyrimidin-4-yl)-2-(fluoromethyl)piperazine-1-carboxylate